NC=1C(=C(CN2C(OC3=C(C2)C=C(C(=C3)OC3=NC=CC=N3)Cl)=O)C=CC1)F 3-(3-amino-2-fluorobenzyl)-6-chloro-7-(pyrimidin-2-yloxy)-3,4-dihydro-2H-benzo[e][1,3]oxazin-2-one